1,2-di-stearoyl-glycero-3-phosphoethanolamine C(CCCCCCCCCCCCCCCCC)(=O)OCC(OC(CCCCCCCCCCCCCCCCC)=O)COP(=O)(O)OCCN